CN(C1=CC=CC(=N1)C1=NC=CC=C1)C 6-dimethylamino-2,2'-bipyridine